tert-butyl ((1r,3r)-3-(4-(2-(4-((4-(5-methyl-1,3,4-oxadiazol-2-yl)pyrimidin-2-yl)oxy)phenyl)propan-2-yl)phenoxy)cyclobutyl)carbamate CC1=NN=C(O1)C1=NC(=NC=C1)OC1=CC=C(C=C1)C(C)(C)C1=CC=C(OC2CC(C2)NC(OC(C)(C)C)=O)C=C1